2-(1-(2-(1H-indol-3-yl)ethyl)-7-ethoxy-6-methoxy-3,4-dihydroisoquinoline-2(1H)-yl)acetamide N1C=C(C2=CC=CC=C12)CCC1N(CCC2=CC(=C(C=C12)OCC)OC)CC(=O)N